4'-Fluoro-2'-(5-methyl-1H-1,2,3-triazol-1-yl)-[1,1'-biphenyl]-3-amine FC1=CC(=C(C=C1)C1=CC(=CC=C1)N)N1N=NC=C1C